C(C1=CC=CC=C1)NC(N(C1=CC=C(C=C1)C1=CC(N(C=C1)C)=O)[C@@H]1CC[C@H](CC1)NC1=NC=C(C(=N1)NC1COC1)C#N)=O 3-benzyl-1-(trans-4-((5-cyano-4-(oxetan-3-ylamino)pyrimidin-2-yl)amino)cyclohexyl)-1-(4-(1-methyl-2-oxo-1,2-dihydropyridin-4-yl)phenyl)urea